C(CCCC\C=C/C\C=C/C\C=C/CCCCC)(=O)[O-] Gamma-Linolenate